Cl.N[C@H](C)C1=NC=C(C#N)C=C1F (R)-6-(1-aminoethyl)-5-fluoronicotinonitrile hydrochloride